6-(3-Fluoro-5-isobutoxyphenyl)-N-[(2-oxo-1H-pyridin-3-yl)sulfonyl]-2-[(4R)-2,2,4-trimethylpyrrolidin-1-yl]pyridin-3-carboxamid FC=1C=C(C=C(C1)OCC(C)C)C1=CC=C(C(=N1)N1C(C[C@H](C1)C)(C)C)C(=O)NS(=O)(=O)C=1C(NC=CC1)=O